neo-octane CCCCC(C)(C)C